6,7-difluoroisoquinoline-8-carboxylic acid methyl ester COC(=O)C=1C(=C(C=C2C=CN=CC12)F)F